O(CCOCCCN)CCOCCCN 3,3'-oxo-bis(ethyleneoxy)bis(propylamine)